C(C)(C)(C)OC(=O)N1CCC2=C(C=CC=C12)N1CCC(CC1)C1OCCO1.C(#N)CNC(C1=CN=CC=C1CF)=O N-Cyanomethyl-4-(fluoromethyl)nicotinamide tert-butyl-4-[4-(1,3-dioxolan-2-yl)piperidin-1-yl]-2,3-dihydroindole-1-carboxylate